NC1=NC=CC(=C1)C=1C=C2C(=CN(C(C2=CC1)=O)CC=1C=C(C(=O)NC)C=CC1)C(C)O 3-((6-(2-aminopyridin-4-yl)-4-(1-hydroxyethyl)-1-oxoisoquinolin-2(1H)-yl)methyl)-N-methylbenzamide